FC1=C(C=C(C(=C1)F)F)C1=C(C=CC=C1)NC(=O)C=1C(=NN(C1F)C)C(F)F N-(2',4',5'-trifluorobiphenyl-2-yl)-3-difluoromethyl-5-fluoro-1-methylpyrazole-4-ylcarboxamide